C1(CC1)S(=O)(=O)N1N=CC(=C1)C1=NC=CC(=N1)NC1=NC=C(C(=C1)NC1CCC(CC1)(O)C)C1=NN(C=C1)C1COC1 (1s,4s)-4-((2-((2-(1-(Cyclopropylsulfonyl)-1H-pyrazol-4-yl)pyrimidin-4-yl)amino)-5-(1-(oxetan-3-yl)-1H-pyrazol-3-yl)pyridin-4-yl)amino)-1-methylcyclohexan-1-ol